((2-(2,6-Dioxopiperidin-3-yl)-1,3-dioxoisoindolin-5-yl)amino)butanoic acid O=C1NC(CCC1N1C(C2=CC=C(C=C2C1=O)NC(C(=O)O)CC)=O)=O